4-chloro-N-methyl-6-phenoxy-N-phenyl-1,3,5-triazin-2-amine ClC1=NC(=NC(=N1)OC1=CC=CC=C1)N(C1=CC=CC=C1)C